C(C)(=O)O.C(C)(=O)O.CC(=O)C=O methylglyoxal di-acetate